COC1=CC(=C(C=C1)/C=C(/C(=O)OCC)\C)[N+](=O)[O-] Ethyl (E)-3-(4-methoxy-2-nitro-phenyl)-2-methyl-prop-2-enoate